(2-((2R,3R,4S,5S,6R)-3,4,5-triacetoxy-6-(4-(non-8-yn-1-yl)phenoxy)tetrahydro-2H-pyran-2-yl)ethyl)phosphonic acid C(C)(=O)O[C@@H]1[C@H](O[C@@H]([C@H]([C@H]1OC(C)=O)OC(C)=O)OC1=CC=C(C=C1)CCCCCCCC#C)CCP(O)(O)=O